C1(CC1)C=1C=CC(=NC1)NC1CCC(CC1)OC1=NC(=CC=2N1N=CN2)N2CCOCC2 5-cyclopropyl-N-[4-[(7-morpholino-[1,2,4]triazolo[1,5-c]pyrimidin-5-yl)oxy]cyclohexyl]pyridin-2-amine